3-[6-(3,9-diazaspiro[5.5]undecan-3-yl)-1-methyl-indazol-3-yl]piperidine-2,6-dione C1CN(CCC12CCNCC2)C2=CC=C1C(=NN(C1=C2)C)C2C(NC(CC2)=O)=O